11-hydroxy-7-methoxy-5-oxo-2,3,11,11a-tetrahydro-1H-benzo[e]pyrrolo[1,2-a][1,4]diazepine-10(5H)-carboxylate OC1C2N(C(C3=C(N1C(=O)[O-])C=CC(=C3)OC)=O)CCC2